FC1=C(C(=C(C(=C1[B-](C1=C(C(=C(C(=C1F)F)F)F)F)(C1=C(C(=C(C(=C1F)F)F)F)F)C1=C(C(=C(C(=C1F)F)F)F)F)F)F)F)F.C(CCCCCCCCCCCCCCCCC)[NH+](CCCCCCCCCCCCCCCCCC)C N,N-di(octadecyl)methylammonium [tetrakis(pentafluorophenyl)borate]